1-benzyl 4-(t-butyl) (S)-2-(hydroxymethyl)piperazin-1,4-dicarboxylate OC[C@H]1N(CCN(C1)C(=O)OC(C)(C)C)C(=O)OCC1=CC=CC=C1